[Si](C)(C)(C(C)(C)C)OCC=1C(=NC=CC1NC(OC1=CC=CC=C1)=O)F phenyl (3-(((tert-butyldimethylsilyl)oxy)methyl)-2-fluoropyridin-4-yl)carbamate